O[C@]1(C(CN2CCN(CC2)C2=NC(=NC(=C2)N2CCCC2)N2CCCC2)=O)CC[C@H]2[C@@H]3CCC4=CC(C=C[C@]4(C)C3=CC[C@]12C)=O 17α-hydroxy-21-[4-[2,6-bis(1-pyrrolidinyl)-4-pyrimidinyl]-1-piperazinyl]pregna-1,4,9(11)-triene-3,20-dione